O=S1(CCN(CC1)CC1CC(N(CC1)C(=O)OC(C)(C)C)(C)C)=O tert-butyl 4-((1,1-dioxidothiomorpholino)methyl)-2,2-dimethylpiperidine-1-carboxylate